FC=1C(=NC=CC1)N1C(C(N=CC2=C1C=CC=C2)C)=S 3-fluoro-2-pyridyl-3-methyl-1,3-dihydro-1,4-benzodiazepine-2-thione